C(#N)CC(=O)C1=CC=C(C(=O)NCC2CCCCC2)C=C1 4-(2-cyanoacetyl)-N-(cyclohexylmethyl)benzamide